OC=1C=C(C=CC1OC)N (3-hydroxy-4-methoxyphenyl)amine